3-fluoro-2-methyl-2-(methylsulfonyl)propanoic acid FCC(C(=O)O)(S(=O)(=O)C)C